CC(C(=O)NCC=1C=CC(=C(C(=O)NC2=C3C=NN(C3=CC=C2)C2=CC(=C(C=C2)OC)C(F)(F)F)C1)C(F)(F)F)(C)C 5-{[(2,2-Dimethylpropionyl)amino]methyl}-N-{1-[4-methoxy-3-(trifluoromethyl)phenyl]-1H-indazol-4-yl}-2-(trifluoromethyl)benzamide